N-(2-(4,4-difluoro-6,6-bis(methyl-d3)cyclohex-1-en-1-yl)-4-(2,5-difluorophenyl)pyridin-3-yl)-2-isopropylpyrimidine-5-carboxamide FC1(CC=C(C(C1)(C([2H])([2H])[2H])C([2H])([2H])[2H])C1=NC=CC(=C1NC(=O)C=1C=NC(=NC1)C(C)C)C1=C(C=CC(=C1)F)F)F